C1C2=CC3CCCN3[C@@H]21 (1aR,6aR)-hexahydrocyclopropa[b]pyrrolizin